Ethyl (2E)-4-(4-bromo-2-fluorophenyl)-4-oxobut-2-enoate BrC1=CC(=C(C=C1)C(/C=C/C(=O)OCC)=O)F